CC1([C@H]2CN([C@@H]([C@@H]12)C(=O)OC)C(CC1=CC(=NN1C1OCCCC1)C)=O)C Methyl (1R,2S,5S)-6,6-dimethyl-3-(2-(3-methyl-1-(tetrahydro-2H-pyran-2-yl)-1H-pyrazol-5-yl)acetyl)-3-azabicyclo[3.1.0]hexane-2-carboxylate